CC1=CN=CC2=CC=C(C=C12)NC(CC(C)=O)=O N-(4-Methylisoquinolin-6-yl)-3-oxobutanamide